C1(CC1)[C@@H](\C=C\S(=O)(=O)C)NC(=O)C=1C(=NC(=NC1)C(F)(F)C1CC1)OC1=C(C(=C(C(=C1[2H])[2H])[2H])[2H])[2H] (S,E)-N-(1-cyclopropyl-3-(methylsulfonyl)allyl)-2-(cyclopropyldifluoromethyl)-4-(phenoxy-d5)pyrimidine-5-carboxamide